CN1C(=CC=2C1=NC(=CN2)C(=O)N2CC(CCC2)COC2=C(C=CC=C2)C)C2=CC=CC=C2 (5-methyl-6-phenyl-5H-pyrrolo[2,3-b]pyrazin-3-yl)(3-((o-tolyloxy)methyl)piperidin-1-yl)methanone